OC1=C2C(C(=C(OC2=C(C(=C1)C(C(=O)[O-])=CC=1C=NC=CC1)CC=C(C)C)C1=CC=C(C=C1)OC)C(C(=O)[O-])=CC=1C=NC=CC1)=O 5-hydroxy-2-(4-methoxyphenyl)-8-(3-methylbut-2-enyl)-4-oxo-4H-chromen-3,7-diyl-bis(3-pyridylacrylate)